(E)-3-(7-(((3S,4R)-3-fluoro-1-methylpiperidin-4-yl)amino)-3-(2,2,2-trifluoroethyl)benzo[b]thiophen-2-yl)acrylaldehyde F[C@H]1CN(CC[C@H]1NC1=CC=CC2=C1SC(=C2CC(F)(F)F)/C=C/C=O)C